5-Bromo-2-methyl-N-[4-(trifluoromethoxy)phenyl]-1,2,4-triazol-3-amin BrC=1N=C(N(N1)C)NC1=CC=C(C=C1)OC(F)(F)F